1-(3-((3-methoxybenzyl)(4-morpholinobenzyl)amino)benzyl)piperazin-2-one COC=1C=C(CN(C=2C=C(CN3C(CNCC3)=O)C=CC2)CC2=CC=C(C=C2)N2CCOCC2)C=CC1